3-(4-hydroxy-3-methyl-2-oxo-2,3-dihydro-1H-benzo[d]imidazol-1-yl)piperidine-2,6-dione OC1=CC=CC=2N(C(N(C21)C)=O)C2C(NC(CC2)=O)=O